ClC=1C=C(C(=NC1C(F)(F)F)OS(=O)(=O)C(F)(F)F)C(=O)OC methyl 5-chloro-6-(trifluoromethyl)-2-(trifluoromethylsulfonyloxy)pyridine-3-carboxylate